(R)-3-(1-(6-chloro-5-(trifluoromethyl)pyridazin-3-yl)pyrrolidin-2-yl)propionic acid ClC1=C(C=C(N=N1)N1[C@H](CCC1)CCC(=O)O)C(F)(F)F